ClC=1C=C(C=C(C1)OC(F)(F)F)NC(=O)NC1=CC(=NC=C1)Br 1-(3-chloro-5-(trifluoromethoxy)phenyl)-3-(2-bromopyridin-4-yl)urea